ClC=1C=CC(=C(C1)C1=CC(N(C=C1OC)C(C(=O)NC1=CC(=C(C(=O)N(C)C)C=C1)F)F)=O)N1N=NC(=C1)Cl 4-(2-(4-(5-chloro-2-(4-chloro-1H-1,2,3-triazol-1-yl)phenyl)-5-methoxy-2-oxopyridin-1(2H)-yl)-2-fluoroacetamido)-N,N-dimethyl-2-fluorobenzamide